ethyl 4-(4-{4-[(2,6-difluorophenyl) methyl]-5-oxo-1,2,4-triazol-1-yl}-2-fluorophenoxy)-1,3-thiazole-5-carboxylate FC1=C(C(=CC=C1)F)CN1C=NN(C1=O)C1=CC(=C(OC=2N=CSC2C(=O)OCC)C=C1)F